CC1(N(C(CCC1)(C)C)N(CCCCCCN(C=O)N1C(CCCC1(C)C)(C)C)C=O)C N,N'-bis(2,2,6,6-tetramethyl-piperidyl)-N,N'-diformylhexamethylenediamine